CNC(=O)C1=C(N(C2=CC=C(C=C12)OC[C@@H](CNC1=CC=CC=C1)O)C1=C(C=CC=C1)C)C (R)-N-methyl-5-[2-hydroxy-3-(anilino)-propoxy]-2-methyl-1-(methylphenyl)indole-3-carboxamide